5-oxo-5-prop-2-enoxypentanoic acid O=C(CCCC(=O)O)OCC=C